2-bromo-1-(2-methoxyphenyl)ethyl ketone BrCC(C1=C(C=CC=C1)OC)C(=O)C(CBr)C1=C(C=CC=C1)OC